C(C)C1=C(N=C(S1)N)C1=NC=CC=C1 5-ethyl-4-(pyridin-2-yl)thiazol-2-amine